2-(5-(bromomethyl)-2-fluorophenyl)acetic acid BrCC=1C=CC(=C(C1)CC(=O)O)F